(5-(aminomethyl)-2,3-dihydro-1H-pyrrolo[2,3-c]pyridin-1-yl)(1-((6-cyclopropylimidazo[1,2-a]pyridin-2-yl)methyl)-1H-1,2,3-triazol-4-yl)methanone NCC=1C=C2C(=CN1)N(CC2)C(=O)C=2N=NN(C2)CC=2N=C1N(C=C(C=C1)C1CC1)C2